CC=1C=C(C=CC1)S(=O)(=O)N=C=O M-methylbenzenesulfonyl isocyanate